C1CC12CN(CC2)CC=2C=C(C(=C(C(=O)OC)C2)CBr)C(F)(F)F Methyl 5-((5-azaspiro[2.4]heptan-5-yl)methyl)-2-(bromomethyl)-3-(trifluoromethyl)benzoate